2-(1,1-difluoroethyl)-5-methyl-N-[4-(pentafluoro-λ6-sulfanyl)phenyl]-[1,2,4]triazolo[1,5-a]pyrimidin-7-amine FC(C)(F)C1=NN2C(N=C(C=C2NC2=CC=C(C=C2)S(F)(F)(F)(F)F)C)=N1